C(C)OCOC1=C(C=C(C=C1I)C(C)(CC(C)(C)C)C)C1=C(C(=CC(=C1)F)C)OCCCOC1=C(C=C(C=C1C)F)C1=C(C(=CC(=C1)C(C)(CC(C)(C)C)C)I)OCOCC 1,3-bis((2'-(ethoxymethoxy)-5-fluoro-3'-iodo-3-methyl-5'-(2,4,4-trimethylpentan-2-yl)-[1,1'-biphenyl]-2-yl)oxy)propane